2-[6-[[3-(trifluoromethylsulfonyl)phenyl]methyl]-2-azaspiro[3.3]heptane-2-carbonyl]-2,5-diazaspiro[3.5]nonan-6-one FC(S(=O)(=O)C=1C=C(C=CC1)CC1CC2(CN(C2)C(=O)N2CC3(C2)NC(CCC3)=O)C1)(F)F